2-methylnonyl 8-[[8-(1-octylnonoxy)-8-oxo-octyl]amino]octanoate C(CCCCCCC)C(CCCCCCCC)OC(CCCCCCCNCCCCCCCC(=O)OCC(CCCCCCC)C)=O